BrC1=CC=C2N=CC(=NC2=C1)C=1C=NN(C1)C 7-Bromo-2-(1-methyl-1H-pyrazol-4-yl)quinoxaline